((trifluoromethyl)sulfonyl)oxy-1,4-dihydroquinoline-2-carboxylate FC(S(=O)(=O)ON1C(=CCC2=CC=CC=C12)C(=O)[O-])(F)F